The molecule is a tetrapeptide composed of L-aspartic acid, L-leucine, L-phenylalanine and L-valine joined in sequence by peptide linkages. It has a role as a metabolite. It derives from a L-aspartic acid, a L-leucine, a L-phenylalanine and a L-valine. CC(C)C[C@@H](C(=O)N[C@@H](CC1=CC=CC=C1)C(=O)N[C@@H](C(C)C)C(=O)O)NC(=O)[C@H](CC(=O)O)N